FC1=C(C(=CC=C1)F)C(C)(C)C1=NOC(=N1)C1=NC(=CC(=N1)O[C@@H]1C[C@H](NC1)CC#N)O[C@@H](C)[C@H]1N(C[C@@H](C1)F)C 2-[(2R,4R)-4-[(2-{3-[2-(2,6-Difluorophenyl)propan-2-yl]-1,2,4-oxadiazol-5-yl}-6-[(1S)-1-[(2S,4R)-4-fluoro-1-methylpyrrolidin-2-yl]ethoxy]pyrimidin-4-yl)oxy]pyrrolidin-2-yl]acetonitrile